ClCC(=O)N1C2=C(N(C(C3=C1C=CC(=C3)F)=O)C)C=CC=C2 5-(chloroacetyl)-2-fluoro-10-methyl-5,10-dihydro-11H-dibenzo[b,e][1,4]diazepin-11-one